4-amino-5-iodo-2-(trifluoromethyl)benzonitrile NC1=CC(=C(C#N)C=C1I)C(F)(F)F